(S)-(1-(3-(2-(dimethylamino)ethyl)-1H-indol-1-yl)-1-oxopropan-2-yl)carbamic acid tert-butyl ester C(C)(C)(C)OC(N[C@H](C(=O)N1C=C(C2=CC=CC=C12)CCN(C)C)C)=O